4-[[4-[4-(2-hexyldecanoyloxy)butylamino]-3-hydroxy-4-oxo-butanoyl]amino]butyl 2-hexyldecanoate C(CCCCC)C(C(=O)OCCCCNC(CC(C(=O)NCCCCOC(C(CCCCCCCC)CCCCCC)=O)O)=O)CCCCCCCC